N-(1-(azetidin-1-ylmethyl)cyclopropyl)-2-(3-chlorophenyl)-N,2-dimethylpropanamide N1(CCC1)CC1(CC1)N(C(C(C)(C)C1=CC(=CC=C1)Cl)=O)C